(5S,7R,8R,9S,10R)-8-hydroxy-7-(hydroxymethyl)-9-(4-(3,4,5-trifluorophenyl)-1H-1,2,3-triazol-1-yl)-1,6-dioxaspiro[4.5]decan-10-yl 3,5-difluorobenzoate FC=1C=C(C(=O)O[C@@H]2[C@H]([C@H]([C@H](O[C@@]23CCCO3)CO)O)N3N=NC(=C3)C3=CC(=C(C(=C3)F)F)F)C=C(C1)F